5-[1-(2-Fluoro-6-methyl-phenyl)-piperidin-4-yl]-2-methyl-7-(2-trifluoromethoxy-benzyl)-2,4,5,7-tetrahydro-pyrazolo[3,4-d]pyrimidin-6-on FC1=C(C(=CC=C1)C)N1CCC(CC1)N1C(N(C=2C(C1)=CN(N2)C)CC2=C(C=CC=C2)OC(F)(F)F)=O